C1(CCC1)CC(=O)ON1C(CCC1=O)=O (2,5-dioxopyrrolidin-1-yl) cyclobutylmethyl-carboxylate